CC1=C(C(=O)N2CCC(CC2)C2=CC=C(C#N)C=C2)C=C(C(=C1)C)C1=NC2=C(N1)CCCC2 4-(1-(2,4-dimethyl-5-(4,5,6,7-tetrahydro-1H-benzo[d]imidazol-2-yl)benzoyl)piperidin-4-yl)benzonitrile